BrCCOCCOCCOC=1C(=C(C(=O)C2C(CCCC2=O)=O)C=CC1)Cl 2-[3-[2-[2-(2-bromoethoxy)ethoxy]ethoxy]-2-chloro-benzoyl]cyclohexane-1,3-dione